FC1=CC(=CC2=CN(N=C12)C)NC(=O)C=1C=CC(=C2C=NC(=NC12)OC1COC1)N1C[C@H](N([C@H](C1)C)C(=O)OC(C)(C)C)C tert-butyl (2R,6S)-4-[8-[(7-fluoro-2-methyl-indazol-5-yl)carbamoyl]-2-(oxetan-3-yloxy)quinazolin-5-yl]-2,6-dimethyl-piperazine-1-carboxylate